(R)-heptano-1,4-lactone C1(CC[C@@H](CCC)O1)=O